nickel-cobalt manganese lithium [Li].[Mn].[Co].[Ni]